O[C@H](C)C1=NC=2C(=C3C(=NC2)NC=C3)N1N1CCC(CC1)CCCNS(=O)=O (R)-N-(1-(2-(1-hydroxyethyl)imidazo[4,5-d]pyrrolo[2,3-b]pyridin-1(6H)-yl)piperidin-4-yl)propylsulfonamide